[NH4+].CC(CC)(CCCNC(C(=C)C)=O)C dimethyl-(methacryloylaminopropyl)propane ammonium